(2r,3s)-3-t-butoxycarbonylamino-1-[(2-methylpropyl)amino]-4-phenyl-2-butanol C(C)(C)(C)OC(=O)N[C@H]([C@@H](CNCC(C)C)O)CC1=CC=CC=C1